C(C)(C)(C)OC(=O)N(C(=N)NC(=O)OC(C)(C)C)CC1=CC(=CC=C1)[123I] N,N'-bis(tert-butoxycarbonyl)-3-[123I]iodobenzylguanidine